C(C)(=O)O[C@@H]1C[C@@]2([C@@H](C[C@H]3[C@@H]4CC[C@H]([C@@H](CCCC(C)C)C)[C@]4(CC[C@@H]3[C@]2(CC1)C)C)NCCCNCCCCNCCCN)O 3β-acetoxy-5α-hydroxy-6β-{3-[4-(3-aminopropylamino)-butylamino]propylamino}cholestane